N1NC2=CC=CC3=CC=CC1=C23 diazaacenaphthene